1-(2-(benzyloxy)ethyl)-4-methyl-5-(2-(trifluoromethyl)phenyl)-1H-pyrrole-3-carboxylic acid C(C1=CC=CC=C1)OCCN1C=C(C(=C1C1=C(C=CC=C1)C(F)(F)F)C)C(=O)O